C(C)C(C(=O)[O-])CCCC.[Mo+4].C(C)C(C(=O)[O-])CCCC.C(C)C(C(=O)[O-])CCCC.C(C)C(C(=O)[O-])CCCC molybdenum 2-ethylhexanoate